(S)-5-(2-aminopropoxy)-2-chloro-3-methylbenzoic acid methyl ester hydrochloride Cl.COC(C1=C(C(=CC(=C1)OC[C@H](C)N)C)Cl)=O